tert-butyl (R)-(2-hydroxy-1-(4-hydroxyphenyl)ethyl)carbamate OC[C@@H](C1=CC=C(C=C1)O)NC(OC(C)(C)C)=O